(2S,4S)-4-(4-(3-acetamido-1H-indazol-6-yl)-1H-1,2,3-triazol-1-yl)-N-(4-bromophenyl)pyrrolidine-2-carboxamide tert-butyl-(1-cyclopropyl-4-methyl-1H-imidazol-5-yl)carbamate C(C)(C)(C)N(C(O)=O)C1=C(N=CN1C1CC1)C.C(C)(=O)NC1=NNC2=CC(=CC=C12)C=1N=NN(C1)[C@H]1C[C@H](NC1)C(=O)NC1=CC=C(C=C1)Br